C1=NN=C2N1C1=CC(=CC=C1C=N2)C=O [1,2,4]triazolo[4,3-a]quinazolin-8-carbaldehyde